S1CC=NC2=C1C=C(C=C2)C(=O)O 1,4-benzothiazine-7-carboxylic acid